gamma-L-glutamyl-L-cysteine N[C@@H](CCC(=O)N[C@@H](CS)C(=O)O)C(=O)O